ClC1=C(C=CC=C1)N[C@@H]1C=CC([C@@]1(C1=CC=CC=C1)CC(C(C1=CC=CC=C1)=O)(F)F)=O (4r,5r)-4-((2-chlorophenyl)amino)-5-(2,2-difluoro-3-oxo-3-phenylpropyl)-5-phenylcyclopent-2-en-1-one